C[C@@H]1NCC[C@]2(C1)OCCC1=C2SC(=C1)CO [(2'S,7R)-2'-methylspiro[4,5-dihydrothieno[2,3-c]pyran-7,4'-piperidine]-2-yl]methanol